2-(propylaminooxy)ethanol C(CC)NOCCO